4-((1R,5S)-3,8-diazabicyclo[3.2.1]octan-3-yl)-7-(5-chloro-1H-indazol-4-yl)-8-fluoro-2-(((2R,7aS)-2-fluorotetrahydro-1H-pyrrolizin-7a(5H)-yl)methoxy)quinazoline [C@H]12CN(C[C@H](CC1)N2)C2=NC(=NC1=C(C(=CC=C21)C2=C1C=NNC1=CC=C2Cl)F)OC[C@]21CCCN1C[C@@H](C2)F